1-hydroxy-D-4-methoxy-2-methyl-1,2-dihydrothieno[3,2-E]benzofuran-7-carboxylic acid O[C@H]1C(OC2=C1C1=C(C=C2OC)SC(=C1)C(=O)O)C